FC1=C(C=CC=2OCOC21)C=2C=C1C(=NC2)N(N=C1NC(=O)C1=CN=CN1C)CCC(C)(C)O N-(5-(4-fluorobenzo[d][1,3]dioxol-5-yl)-1-(3-hydroxy-3-methylbutyl)-1H-pyrazolo[3,4-b]pyridin-3-yl)-1-methyl-1H-imidazole-5-carboxamide